Tert-butyl 6-(2-bromoacetyl)-5-methoxy-1H-indole-1-carboxylate BrCC(=O)C1=C(C=C2C=CN(C2=C1)C(=O)OC(C)(C)C)OC